ClC1=NN=C(C2=CC=CC=C12)N[C@@H](C)C1=CC=C(C=C1)F (S)-4-chloro-N-(1-(4-fluorophenyl)ethyl)phthalazin-1-amine